N-(4-fluoro-6-(piperidin-4-yl)-1H-benzo[d]imidazol-2-yl)-7-(trifluoromethyl)benzo[e][1,2,4]triazin-3-amine hydrochloride Cl.FC1=CC(=CC=2NC(=NC21)NC=2N=NC1=C(N2)C=CC(=C1)C(F)(F)F)C1CCNCC1